FC1=C(C=CC(=C1)I)NC=1C=NC=C2C=CN(C(C12)=O)O 8-(2-fluoro-4-iodophenylamino)-2-hydroxy-2,6-naphthyridin-1(2H)-one